OC(CCCCCCCCCCC(=O)[O-])CCCCCC.[Na+] Sodium 12-hydroxystearate